4-Cyclopropyl-9-(2-isopropoxyethyl)-1-oxa-4,9-diazaspiro[5.5]undecan-3-on C1(CC1)N1C(COC2(C1)CCN(CC2)CCOC(C)C)=O